tert-butyl 4-[5-[2-(2,6-dimethyl-4-pyridyl)-3-methyl-1H-indol-6-yl]-2-pyridyl]piperazine-1-carboxylate CC1=NC(=CC(=C1)C=1NC2=CC(=CC=C2C1C)C=1C=CC(=NC1)N1CCN(CC1)C(=O)OC(C)(C)C)C